2-[1-[5-amino-2-[5-(morpholine-4-carbonyl)-2-pyridinyl]-1,2,4-triazol-3-yl]ethyl]isoindoline-1,3-dione NC=1N=C(N(N1)C1=NC=C(C=C1)C(=O)N1CCOCC1)C(C)N1C(C2=CC=CC=C2C1=O)=O